C(C)N(C1CC=2C=CC(=CC2CC1)N1C=CC2=CC=CC(=C12)C)CC N-(6-(diethylamino)-5,6,7,8-tetrahydronaphthalen-2-yl)-7-methyl-1H-indole